pentanedioic acid-tert-butyl ester C(C)(C)(C)OC(CCCC(=O)O)=O